2-(2-aminoethoxy)-4-chloro-6-fluorobenzoic acid NCCOC1=C(C(=O)O)C(=CC(=C1)Cl)F